C(C)(C)OC(=O)OCOP(OCOC(=O)OC(C)C)(=O)CO[C@@H](CN1C2=NC=NC(=C2N=C1)N)C Bis{[(isopropoxycarbonyl)oxy]methyl}({[(2R)-1-(6-amino-9H-purin-9-yl)-2-propanyl]oxy}methyl)phosphonate